2-[2-[[tert-butoxycarbonyl-(cyclobutylmethyl)amino]methyl]-1H-indol-6-yl]acetic acid C(C)(C)(C)OC(=O)N(CC1CCC1)CC=1NC2=CC(=CC=C2C1)CC(=O)O